6-chloro-2-ethyl-3-nitro-pyridine ClC1=CC=C(C(=N1)CC)[N+](=O)[O-]